OC=1C=C(C=CC1OC)CCC(=O)C1=CC(=CC=C1)C(=O)O 3-(3-hydroxy-4-methoxyphenyl)-1-(3-carboxyphenyl)propan-1-one